N-cyclohexylcyclohexane-1,4-diamine C1(CCCCC1)NC1CCC(CC1)N